N-(2-((4-hydroxyphenyl)(5-methyl-1H-pyrrol-2-yl)(phenyl)methyl)-phenyl)naphthalene-1-sulfonamide OC1=CC=C(C=C1)C(C1=C(C=CC=C1)NS(=O)(=O)C1=CC=CC2=CC=CC=C12)(C1=CC=CC=C1)C=1NC(=CC1)C